4-amino-7-fluoro-1,3-dihydrofuro[3,4-c]quinolin NC1=NC=2C=C(C=CC2C2=C1COC2)F